N-((1-(4-(1H-pyrazol-4-yl)phenyl)piperidin-4-yl)methyl)acetamide N1N=CC(=C1)C1=CC=C(C=C1)N1CCC(CC1)CNC(C)=O